(1R,2S)-2-phenylcyclopropylamine C1(=CC=CC=C1)[C@H]1[C@@H](C1)N